4-cyclohexyl-4-aza-pentacyclo[10.2.1.11,8.02,7.09,14]-11-hexadecene-3-one C1(CCCCC1)N1C(C2C34C5CC(=CCC5C(C2CC1)C4)C3)=O